C1(=CC=CC=C1)N(C(OC1=C2N=CNC2=NC(=N1)NC(C(C)C)=O)=O)C1=CC=CC=C1 2-[(2-methylpropanoyl)amino]-9H-purin-6-yl diphenylcarbamate